ethyl 4-(5-methoxy-6-vinyl-isoindolin-2-yl)-4-oxo-butyrate COC=1C=C2CN(CC2=CC1C=C)C(CCC(=O)OCC)=O